COCCN1N=CC(=C1)C=1C=CC=2N(C1)N=CC2C(=O)N2CC1(C2)CC(C1)N(C(=O)NC=1C=NC=C(C1)C(F)(F)F)C 1-(2-(6-(1-(2-methoxyethyl)-1H-pyrazol-4-yl)pyrazolo[1,5-a]pyridine-3-carbonyl)-2-azaspiro[3.3]heptan-6-yl)-1-methyl-3-(5-(trifluoromethyl)pyridin-3-yl)urea